2-(3-(cyclopropylmethyl)-5-(3-(3,5-dimethylisoxazol-4-yl)-4-fluorophenyl)-4-(2-fluoro-4-sulfamoylbenzyl)-1H-pyrazol-1-yl)thiazole-4-carboxylic acid C1(CC1)CC1=NN(C(=C1CC1=C(C=C(C=C1)S(N)(=O)=O)F)C1=CC(=C(C=C1)F)C=1C(=NOC1C)C)C=1SC=C(N1)C(=O)O